COC1=CC=C(C=C1)CN(C(OC(C)(C)C)=O)C=1SC(=CN1)B1OC(C(O1)(C)C)(C)C tert-butyl N-[(4-methoxyphenyl)methyl]-N-[5-(4,4,5,5-tetramethyl-1,3,2-dioxaborolan-2-yl)thiazol-2-yl]carbamate